CN1N=CC(=C1)C1=CC=C(C=C1)CN 1-[4-(1-methyl-1H-pyrazol-4-yl)phenyl]methanamine